C[Si](C1=CC=C(C=CC)C=C1)(C)C p-trimethylsilyl-methyl-styrene